Neodymium-Iron [Fe].[Nd]